FS(=O)(=O)[N-]S(=O)(=O)F.[K+] potassium bis(fluorosulfonyl)amide salt